FC=1C(=CC2=C(C(NC=3CNC[C@@H](C23)N(C(=O)NC2=CC(=C(C=C2)F)F)C)=O)C1)F (R)-1-(8,9-Difluoro-6-oxo-1,2,3,4,5,6-hexahydrobenzo[c][1,7]naphthyridin-1-yl)-3-(3,4-difluorophenyl)-1-methylurea